F[C@@H]1CN(CC[C@@H]1NC)C1=NC=CC(=N1)NC=1N=CC2=C(C=CC(=C2C1)C(C)C)N1[C@@H]([C@H](C1)CS(=O)(=O)C)C N-{2-[(3R,4S)-3-fluoro-4-(methylamino)piperidin-1-yl]pyrimidin-4-yl}-8-[(2R,3S)-3-(methanesulfonylmeth-yl)-2-methylazetidin-1-yl]-5-(propan-2-yl)isoquinolin-3-amine